C(C)(=O)OC1C(NCC1O)CC1=CC=C(C=C1)O 4-Hydroxy-2-(4-hydroxybenzyl)-pyrrolidin-3-yl acetate